F[C@@H]1[C@@H](C1)NC(=O)C1=CN=C2N1N=C(C=C2NC)NC2=C(C(=CC=C2)C2CCC(CC2)=COC)OC N-[(1R,2S)-2-fluorocyclopropyl]-6-({2-methoxy-3-[4-(methoxymethylidene)cyclohexyl]phenyl}amino)-8-(methylamino)imidazo[1,2-b]pyridazine-3-carboxamide